chloride rhodium (III) [Rh+3].[Cl-].[Cl-].[Cl-]